N1=CC=C(C=C1)C=1N=C(C2=C(N1)C=NC=C2)N2CCC1(CCN(C1)[C@H]1COCC1)CC2 (R)-2-(pyridin-4-yl)-4-(2-(tetrahydrofuran-3-yl)-2,8-diazaspiro[4.5]decan-8-yl)pyrido[3,4-d]pyrimidine